CC1=C(C(=CC=C1OC)C)OB(O)O 2,6-dimethyl-3-methoxyphenylboric acid